The molecule is a 1,2-diacyl-sn-glycerol in which the acyl groups at positions 1 and 2 are both myristoleoyl groups. It has a role as a mouse metabolite. It derives from a myristoleic acid. CCCC/C=C\\CCCCCCCC(=O)OC[C@H](CO)OC(=O)CCCCCCC/C=C\\CCCC